(5aS,6R,11bS)-14-(cyclopropylmethyl)-10-methoxy-3-(3-(pyridin-4-yl)propyl)-2,3,4,5,6,7-hexahydro-6,11b-(epiminoethano)naphtho[1,2-d]azepin-5a(1H)-ol C1(CC1)CN1CC[C@]23CCN(CC[C@]2([C@H]1CC1=CC=C(C=C13)OC)O)CCCC1=CC=NC=C1